benzyl-3-(oct-4-en-4-yl)-5-(thiophen-3-yl)pyridin-2(1H)-one C(C1=CC=CC=C1)N1C(C(=CC(=C1)C1=CSC=C1)C(CCC)=CCCC)=O